5-(morpholin-4-yl)pyrazolo[1,5-a]pyridin-3-ylamine N1(CCOCC1)C1=CC=2N(C=C1)N=CC2N